FC1=C2C(=CNC2=CC=C1OC)C=O 4-FLUORO-5-METHOXYINDOLE-3-CARBOXALDEHYDE